1-(3-Chloro-4-(4-(2-((1-(methylsulfonyl)-piperidin-4-yl)amino)-5-(trifluoromethyl)-pyrimidin-4-yl)-1H-imidazol-1-yl)benzyl)-azetidine-3-carbonitrile ClC=1C=C(CN2CC(C2)C#N)C=CC1N1C=NC(=C1)C1=NC(=NC=C1C(F)(F)F)NC1CCN(CC1)S(=O)(=O)C